4-methoxybenzylprop-2-en-1-amine COC1=CC=C(CC(C=C)N)C=C1